N-[(2S,3R)-2-{[3'-(difluoromethyl)-2-fluoro[1,1'-biphenyl]-3-yl]methyl}-4,4-difluoro-1-(2-methylpropanoyl)pyrrolidin-3-yl]ethanesulfonamide FC(C=1C=C(C=CC1)C1=C(C(=CC=C1)C[C@@H]1N(CC([C@@H]1NS(=O)(=O)CC)(F)F)C(C(C)C)=O)F)F